C(C)OC=1C=C(C=CC1C=1NC(C2=C(N1)NN=N2)=O)N2[C@@H](CCC2)C(=O)O (3-ethoxy-4-(7-oxo-6,7-dihydro-3H-[1,2,3]triazolo[4,5-d]pyrimidin-5-yl)phenyl)-L-proline